2-(hydroxymethyl)-4-((4-(pyrrolidin-1-yl)butanoyl)oxy)butyl (9Z,12Z)-octadeca-9,12-dienoate C(CCCCCCC\C=C/C\C=C/CCCCC)(=O)OCC(CCOC(CCCN1CCCC1)=O)CO